COC1=CC=C(N)C=C1 4-methoxy-aniline